C(C)(C)(C)P([C-]1C=CC=C1)C(C)(C)C.[C-]1(C=CC=C1)P(C(C)(C)C)C(C)(C)C.[Fe+2] 1,1'-Bis(di-tert-butylphosphino)ferrocene